3-(4-Amino-5-bromopyrrolo[2,1-f][1,2,4]triazin-7-yl)-1-(methylsulfonyl)pyrrolidin-3-ol NC1=NC=NN2C1=C(C=C2C2(CN(CC2)S(=O)(=O)C)O)Br